FC(C1=C(C=CC=C1)NC(=O)NCC1=CC2=C(C(N(C2)C2C(NC(CC2)=O)=O)=O)S1)(F)F 1-(2-trifluoromethylphenyl)-3-((5-(2,6-dioxopiperidin-3-yl)-6-oxo-5,6-dihydro-4H-thieno[2,3-c]pyrrol-2-yl)methyl)urea